ClC=1C(=NC=C(C1)C#CC1(CC1)C)COC1=CC=CC(=N1)C1=CC(=C(CC2=NC3=C(N2C[C@H]2OCC2)C=C(C=C3F)C(=O)O)C=C1F)F (S)-2-(4-(6-((3-chloro-5-((1-methylcyclopropyl)ethynyl)pyridin-2-yl)methoxy)pyridin-2-yl)-2,5-difluorobenzyl)-4-fluoro-1-(oxetan-2-ylmethyl)-1H-benzo[d]imidazole-6-carboxylic acid